C(#C)C1=NC2=CC(=CC=C2C=C1)C1=C(C2=C(N=CN=C2N)N1C)C1=CC(=C(C=C1)OC1=NC=CC(=N1)C)F 6-(2-ethynylquinolin-7-yl)-5-(3-fluoro-4-((4-methylpyrimidin-2-yl)oxy)phenyl)-7-methyl-7H-pyrrolo[2,3-d]pyrimidin-4-amine